2-chloro-5-[2-chloro-1-(2,6-difluoro-4-methoxyphenyl)-4-methyl-1H-imidazol-5-yl]Pyridine ClC1=NC=C(C=C1)C1=C(N=C(N1C1=C(C=C(C=C1F)OC)F)Cl)C